FC1=C(C=CC=C1OC)S(=O)(=O)N 2-fluoro-3-methoxybenzenesulfonamide